C12(CCCC(NC1)C2)CO 6-azabicyclo[3.2.1]octan-1-ylmethanol